N1(CCCCC1)CCCN1[C@H](CCC1)C=1C=NC=CC1 |o1:10| (R) or (S)-3-(1-(3-(piperidin-1-yl)propyl)pyrrolidin-2-yl)pyridine